ClC=1C=C(C=C(C1F)F)NC(=O)[C@@H]1CN(CC1)C(=O)C=1NC(=CC1)C (S)-N-(3-chloro-4,5-difluorophenyl)-1-(5-methyl-1H-pyrrole-2-carbonyl)pyrrolidine-3-carboxamide